NCCCOC1=CC=2C(=C3C(=NC2C=C1)C1=CC2=C(C(N1C3)=O)COC([C@]2(O)CC)=O)CC (s)-9-(3-Aminopropoxy)-4,11-diethyl-4-hydroxy-1,12-dihydro-14H-pyrano[3',4':6,7]indolizino[1,2-b]quinoline-3,14(4H)-dione